t-butyl (S)-4-(3-bromo-4-chlorobenzyl)-3-methylpiperazine-1-carboxylate BrC=1C=C(CN2[C@H](CN(CC2)C(=O)OC(C)(C)C)C)C=CC1Cl